Cl.Cl.CN([C@H]1CNCC1)C(C)CCCCC1=NC=2NCCCC2C=C1 (3R)-N-methyl-N-(6-(5,6,7,8-tetrahydro-1,8-naphthyridin-2-yl)hexan-2-yl)pyrrolidin-3-amine dihydrochloride